C1(CCC1)C=1C(=NN(C1NC(=O)NC1CC(C1)(F)F)C)C1CC(C1)O 1-(4-cyclobutyl-3-(3-hydroxycyclobutyl)-1-methyl-1H-pyrazol-5-yl)-3-(3,3-difluorocyclobutyl)urea